1-isopropoxyisoquinoline C(C)(C)OC1=NC=CC2=CC=CC=C12